N1=C(N=CC2=CC=CC=C12)N[C@H]1CN(CC1)C(=O)C1=CC=C(C=C1)NC(C=C)=O (R)-N-(4-(3-(quinazolin-2-ylamino)pyrrolidine-1-carbonyl)phenyl)acrylamide